N-[6-(7,8-Dihydro-5H-[1,6]naphthyridin-6-yl)-4-methyl-2-pyrrolidin-1-yl-pyridin-3-yl]-3-fluoro-benzamide N1=CC=CC=2CN(CCC12)C1=CC(=C(C(=N1)N1CCCC1)NC(C1=CC(=CC=C1)F)=O)C